F[C@@H]1CN(C[C@@H](C1)SC=1N=NC(=C(C1)C)C1=C(C=C(C=C1)C(F)(F)F)OC)C(=O)OC(C)(C)C tert-butyl (3S,5R)-3-fluoro-5-((6-(2-methoxy-4-(trifluoromethyl)phenyl)-5-methylpyridazin-3-yl)thio)piperidine-1-carboxylate